C(C)(C)(C)OCCC#CCO 5-(tert-butoxy)-2-pentyn-1-ol